3-(2-hydroxyethoxy)-4-(trifluoromethyl)benzoic acid methyl ester COC(C1=CC(=C(C=C1)C(F)(F)F)OCCO)=O